methyl (1R,3R,4R,5S)-3-ethynyl-5-(trifluoromethoxy)-2-azabicyclo[2.2.1]heptane-2-carboxylate C(#C)[C@@H]1N([C@H]2C[C@@H]([C@@H]1C2)OC(F)(F)F)C(=O)OC